dimethylbis(2-methyl-4-phenylindenyl)silane C[Si](C1C(=CC2=C(C=CC=C12)C1=CC=CC=C1)C)(C1C(=CC2=C(C=CC=C12)C1=CC=CC=C1)C)C